FC(C=1N=CC(=NC1)N1[C@@H]2CN([C@H](C1)C2)C(=O)OC2CC1(CN(C1)CC1=CC=CC=C1)C2)(F)F 2-benzyl-2-azaspiro[3.3]heptan-6-yl (1S,4S)-5-[5-(trifluoromethyl)pyrazin-2-yl]-2,5-diazabicyclo[2.2.1]heptane-2-carboxylate